COC1=CC=C(C2=CC=CC=C12)OB(O)O 4-methoxynaphthalene-1-yl-boric acid